BrCC1CC(C1)N1C(=CC2=CC(=CC(=C12)F)F)C1=CC=C(C=C1)F [3-(bromomethyl)cyclobutyl]-5,7-difluoro-2-(4-fluorophenyl)-1H-indole